NC=1C=2N(C3=CC(=CC=C3N1)C(=O)N1C(COCC1)C1=NC=C(C=C1)OC(F)(F)F)C=NC2 (4-aminoimidazo[1,5-a]quinoxalin-8-yl)(3-(5-(trifluoromethoxy)pyridin-2-yl)morpholino)methanone